2-[1-[6-Methyl-2-(1-oxa-9-azaspiro[5.5]undecan-9-yl)-4-oxo-chromen-8-yl]ethylamino]benzoic acid CC=1C=C2C(C=C(OC2=C(C1)C(C)NC1=C(C(=O)O)C=CC=C1)N1CCC2(CCCCO2)CC1)=O